CC(CCN1C[C@@H](CCC1)N1C(NC2=C1C=C(C(=C2)C=2C=C(C=1N(C2)N=CN1)C)C)=O)(C)C (R)-1-(1-(3,3-dimethylbutyl)piperidin-3-yl)-6-methyl-5-(8-methyl-[1,2,4]triazolo[1,5-a]pyridin-6-yl)-1,3-dihydro-2H-benzo[d]imidazol-2-one